(9R)-9-methyl-16-(5-methyl-4-prop-2-enoyl-2,3-dihydroquinoxalin-1-yl)-8-oxa-2,6,14,20,21-pentazatetracyclo[12.6.2.13,7.018,22]tricosa-1(20),3,5,7(23),16,18,21-heptaen-15-one C[C@H]1OC=2N=CC=C(NC3=NC=C4C=C(C(N(CCCC1)C4=N3)=O)N3CCN(C4=C(C=CC=C34)C)C(C=C)=O)C2